5-methyl-2-(2-methylphenoxy)benzonitrile CC=1C=CC(=C(C#N)C1)OC1=C(C=CC=C1)C